4-[tert-butyl-(dimethyl)silyl]oxybutan-1-ol lead-germanium [Ge].[Pb].C(C)(C)(C)[Si](OCCCCO)(C)C